1-[(1S,4S)-4-(1,5-dimethylpyrazol-4-yl)-1-methyl-3,4-dihydro-1H-isoquinolin-2-yl]-7,7-difluoro-heptan-1-one CN1N=CC(=C1C)[C@H]1CN([C@H](C2=CC=CC=C12)C)C(CCCCCC(F)F)=O